N-[4-(2,4-dioxo-1,2,3,4-tetrahydronaphtho[1,2-b][1,4]diazepin-5-yl)phenyl]-2-thiophene-sulfonamide O=C1CC(N(C2=C(N1)C1=CC=CC=C1C=C2)C2=CC=C(C=C2)NS(=O)(=O)C=2SC=CC2)=O